BrC=1C=NC2=CC(=NC=C2C1)NCC1=CC=C(C=C1)OC 3-bromo-N-(4-methoxybenzyl)-1,6-naphthyridin-7-amine